4'-chloro-2'-(5-methoxy-1H-1,3-benzodiazol-2-yl)-4-{[(1R)-1-phenylbutyl]carbamoyl}-[1,1'-biphenyl]-2-carboxylic acid ClC1=CC(=C(C=C1)C=1C(=CC(=CC1)C(N[C@H](CCC)C1=CC=CC=C1)=O)C(=O)O)C1=NC2=C(N1)C=CC(=C2)OC